ClC=1C=C(C=C(C1)Cl)S(=O)(=O)C=1C=CC=2N(C3=CC=CC=C3C2C1)C1=CC=CC=C1 3-((3,5-dichlorophenyl)sulfonyl)-9-phenyl-9H-carbazole